(S)-2-aminomethyl-1,4-dioxane hydrochloride Cl.NC[C@@H]1OCCOC1